oxo-1-pyrrolidineacetic acid methyl ester COC(CN1C(CCC1)=O)=O